N'-[4-(1,3-dimethyl-1H-pyrazol-5-oxy)-2,5-dimethylphenyl]-N-ethyl-N-methylformamidine CN1N=C(C=C1OC1=CC(=C(C=C1C)N=CN(C)CC)C)C